NC(C(=O)O)CCCC(=O)O 2-amino-5-carboxypentanoic acid